7-fluoro-2,3-dihydro-1H-inden-4-ol FC1=CC=C(C=2CCCC12)O